COC([C@H](CC(C)C)N1N=C(C(=CC1=O)C)CCN1C[C@@H](CC1)F)=O (S)-2-(3-(2-((R)-3-fluoropyrrolidin-1-yl)ethyl)-4-methyl-6-oxopyridazin-1(6H)-yl)-4-methylpentanoic acid methyl ester